C(C1CO1)OCC(CC)(COCC1CO1)COCC1CO1 1,1,1-tris(glycidyloxymethyl)propane